tert-butyl (R)-4-((4-([1,2,4]triazolo[1,5-a]pyridin-7-yloxy)-3-fluorophenyl)amino)-6a,7,9,10-tetrahydropyrazino[1',2':4,5][1,4]oxazino[2,3-f]quinazoline-8(6H)-carboxylate N=1C=NN2C1C=C(C=C2)OC2=C(C=C(C=C2)NC2=NC=NC1=CC=C3C(=C21)OC[C@@H]2N3CCN(C2)C(=O)OC(C)(C)C)F